C1=CC=CC=2C3=CC=CC=C3C(C12)COC(=O)N([C@@H](C(=O)O)CC1=CC=CC=C1)C (2R)-2-[9H-fluoren-9-yl-methoxycarbonyl(methyl)amino]-3-phenyl-propanoic acid